ClC=1C=CC(=C(C1)C1(CCC1)N(C(OC)=O)C[C@H]1NCCC1)F Methyl N-[1-(5-chloro-2-fluorophenyl)cyclobutyl]-N-{[(2S)-pyrrolidin-2-yl]methyl}carbamate